tert-butyl ((1-(2-methyl-4-nitrobenzoyl)piperidin-4-yl)methyl)carbamate CC1=C(C(=O)N2CCC(CC2)CNC(OC(C)(C)C)=O)C=CC(=C1)[N+](=O)[O-]